CN(C/C=C/C(=O)N1C[C@@H]2C3=C(N(N=C3CC1)C1=CC=C(C=C1)C(C)C)CCN2)C |o1:9| (S or R,E)-4-(dimethylamino)-1-(2-(4-isopropylphenyl)-2,3,4,5,5a,6,8,9-octahydro-7H-1,2,5,7-tetraazabenzo[cd]azulen-7-yl)but-2-en-1-one